C(C)(C)(C)C1=CC=C(C[C@@H]2[C@H]([C@H](OC2)C2=CC=C(C=C2)F)CC(=C(C(=O)[O-])C)C)C=C1 ((2S,3R,4R)-4-(4-(tert-Butyl)benzyl)-2-(4-fluorophenyl)tetrahydrofuran-3-yl)-methyl-2-methylbut-2-enoate